FC(C1=NC(=NO1)C1=CC=C(S1)C=O)(F)F 5-[5-(trifluoromethyl)-1,2,4-oxadiazol-3-yl]thiophene-2-carbaldehyde